3-(trifluoromethyl)-8,9-dihydropyrido[3',2':4,5]imidazo[1,2-a]pyrazin FC(C1=CC=2N=C3N(CCN=C3)C2N=C1)(F)F